4-[5-[[4-methyl-6-(methylamino)pyrimidin-2-yl]amino]-2,3-dihydrobenzofuran-7-yl]-1,4-diazepane-1-carboxylic acid tert-butyl ester C(C)(C)(C)OC(=O)N1CCN(CCC1)C1=CC(=CC=2CCOC21)NC2=NC(=CC(=N2)C)NC